tert-butyl (3R)-3-[6-[2-cyano-3-[[ethyl(methyl)sulfamoyl]amino]-6-fluoro-phenoxy]-5-methyl-4-oxo-quinazolin-3-yl]-1-oxa-8-azaspiro[4.5]decane-8-carboxylate C(#N)C1=C(OC=2C(=C3C(N(C=NC3=CC2)[C@H]2COC3(C2)CCN(CC3)C(=O)OC(C)(C)C)=O)C)C(=CC=C1NS(N(C)CC)(=O)=O)F